2-[(3R)-3-methylmorpholin-4-yl]-4-(1-phenyl-1H-pyrazol-4-yl)-8-(1H-pyrazol-5-yl)-1,7-naphthyridine C[C@H]1N(CCOC1)C1=NC2=C(N=CC=C2C(=C1)C=1C=NN(C1)C1=CC=CC=C1)C1=CC=NN1